N-acetyl-S-(phenylethynyl)-L-cysteine methyl ester carbon [C].COC([C@@H](NC(C)=O)CSC#CC1=CC=CC=C1)=O